CC1=CC=C(C=N1)C=O (6-methyl-3-pyridyl)methanone